C[Si](OCC)(OCC)CCCN methyl-aminopropyl-diethoxysilane